(3S)-N-[2-fluoro-4-methyl-5-[7-methyl-2-(methylamino)pyrido[2,3-d]pyrimidin-6-yl]phenyl]-3-(trifluoromethoxy)pyrrolidine-1-carboxamide FC1=C(C=C(C(=C1)C)C1=CC2=C(N=C(N=C2)NC)N=C1C)NC(=O)N1C[C@H](CC1)OC(F)(F)F